1-((S)-2-(3-((2-(4-methoxypiperidin-1-yl)pyrimidin-4-yl)amino)-8-((2R,3S)-2-methyl-3-(((trifluoromethyl)sulfonyl)methyl)azetidin-1-yl)isoquinolin-5-yl)azepan-1-yl)prop-2-en-1-one COC1CCN(CC1)C1=NC=CC(=N1)NC=1N=CC2=C(C=CC(=C2C1)[C@H]1N(CCCCC1)C(C=C)=O)N1[C@@H]([C@H](C1)CS(=O)(=O)C(F)(F)F)C